C(C)(C)(C)C(C(=O)O)N1CCN(CC1)C1=CC(=CC=C1)N(C)[C@H]1C(NC(CC1)=O)=O.C(=O)(C=C)N[C@@H](CC(=O)O)C(=O)O Acryl-aspartic acid t-butyl-2-[4-[3-[[(3R)-2,6-dioxo-3-piperidyl]-methyl-amino]phenyl]piperazin-1-yl]acetate